4-(3-(benzyloxy)-8-azabicyclo[3.2.1]octan-8-yl)indoline hydrochloride Cl.C(C1=CC=CC=C1)OC1CC2CCC(C1)N2C2=C1CCNC1=CC=C2